C(C)OC(CCC(=O)C1=NC(=CC=C1O)Br)=O 4-(6-Bromo-3-hydroxy-pyridin-2-yl)-4-oxo-butyric acid ethyl ester